(R)-8-(4-acetylpiperazin-1-yl)-4-((1-(3-(difluoromethyl)-2-fluorophenyl)ethyl)amino)-6-(1-(fluoromethyl)cyclopropyl)-2-methylpyrido[4,3-d]pyrimidine-7(6H)-one C(C)(=O)N1CCN(CC1)C=1C(N(C=C2C1N=C(N=C2N[C@H](C)C2=C(C(=CC=C2)C(F)F)F)C)C2(CC2)CF)=O